C1(CC1)CS(=O)(=O)Cl cyclopropylmethanesulfonyl chloride